3-(1,2,3,5,6,7-hexahydro-s-indacen-4-yl)-1-[(1-methyl-1H-pyrazol-4-yl)[(1-methylpyrrolidin-2-yl)methyl]sulfamoyl]urea sodium salt [Na].C1CCC2=C(C=3CCCC3C=C12)NC(NS(N(CC1N(CCC1)C)C=1C=NN(C1)C)(=O)=O)=O